COC(C1=C(C=C(C=C1)NC1CCNCC1)C#CCN1C(C2=CC=CC=C2C1=O)=O)=O methyl-2-(3-(1,3-dioxoisoindolin-2-yl)prop-1-yn-1-yl)-4-(piperidin-4-ylamino)benzoate